N-[4-[4-[2-chloro-6-(trifluoromethyl)pyrimidin-4-yl]piperazin-1-yl]sulfonylphenyl]benzamide ClC1=NC(=CC(=N1)N1CCN(CC1)S(=O)(=O)C1=CC=C(C=C1)NC(C1=CC=CC=C1)=O)C(F)(F)F